(S)-1-(3-chloro-2-fluorophenyl)-2,2,2-trifluoroethanamine ClC=1C(=C(C=CC1)[C@@H](C(F)(F)F)N)F